ClC1=C(C=CC(=C1)O)N=C(N)C1=CC=2N(N=C1)C=CC2 N'-(2-chloro-4-hydroxy-phenyl)pyrrolo[1,2-b]pyridazine-3-carboxamidine